C(C=C)OC(=O)N1C[C@H]2N(C(C3=C1C=C(C(=C3)OC)OCCCCCBr)=O)C[C@@H](C2)O[Si](C)(C)C(C)(C)C (2R,11aS)-8-((5-bromopentyl)oxy)-2-((tert-butyldimethylsilyl)oxy)-7-methoxy-5-oxo-2,3,11,11a-tetrahydro-1H-benzo[e]pyrrolo[1,2-a][1,4]diazepine-10(5H)-carboxylic acid allyl ester